C1(=NC=CC2=CC=CC=C12)C(C)(C)NC(C[C@H]1N(CC2=CC=CC=C2C1)C)=O (S)-N-(2-(isoquinolin-1-yl)propan-2-yl)-2-(2-methyl-1,2,3,4-tetrahydroisoquinolin-3-yl)acetamide